C(C1=CC=CC=C1)N1N=NC(=C1)C=1C=C2C(N(C(C2=CC1)=O)C1=CC=C(C=C1)C1=CC=CC=C1)=O 4-[5-(1-Benzyl-1H-[1,2,3]triazol-4-yl)-1,3-dioxo-1,3-dihydroisoindol-2-yl]biphenyl